1-(benzyloxy)-3-(1-cyclopropylvinyl)benzene C(C1=CC=CC=C1)OC1=CC(=CC=C1)C(=C)C1CC1